CC1(C2C3C4C=CC(C3C(C1)C2)C4)C(=O)OCC 4-methyl-4-ethoxycarbonyltetracyclo[6.2.1.13,6.02,7]Dodec-9-ene